4-(((R)-1-(2-chloro-3-fluorophenyl)ethyl)amino)-2-fluoro-N-((R,E)-4-(methylsulfonyl)but-3-en-2-yl)benzamide ClC1=C(C=CC=C1F)[C@@H](C)NC1=CC(=C(C(=O)N[C@H](C)\C=C\S(=O)(=O)C)C=C1)F